(2-fluorophenyl)-1-(((1r,2r)-2-hydroxycyclobutyl)amino)-6-(trifluoromethyl)-3H-pyrido[1,2-c]pyrimidin-3-one FC1=C(C=CC=C1)C1=C2N(C(=NC1=O)N[C@H]1[C@@H](CC1)O)C=CC(=C2)C(F)(F)F